11-Methylhentriacontane CC(CCCCCCCCCC)CCCCCCCCCCCCCCCCCCCC